NC=1C2=C(N=CN1)N(C(=C2C2=CC=C(C=C2)OC2=CC=CC=C2)C#CC2[C@@H]1CN(C[C@H]21)C([C@H](CO)NC(C=C)=O)=O)C N-[(2S)-1-[(1R,5S,6S)-6-[2-[4-amino-7-methyl-5-(4-phenoxyphenyl)-7H-pyrrolo[2,3-d]pyrimidin-6-yl]ethynyl]-3-azabicyclo[3.1.0]hexan-3-yl]-3-hydroxy-1-oxopropan-2-yl]prop-2-enamide